FC1=C(C=C(C=C1)OC)C=1N(C(C=C2C1C(N(N2)C2=C(C=CC=C2)OC)=O)=O)CC=2C=NC=CC2 4-(2-fluoro-5-methoxyphenyl)-2-(2-methoxyphenyl)-5-(pyridin-3-ylmethyl)-1H-pyrazolo[4,3-c]pyridine-3,6(2h,5h)-dione